FC(C(=O)O)(F)F.FC1=C(NC2=C(C=C(C=C2)I)F)C=CC=C1F 2,3-difluoro-N-(2-fluoro-4-iodophenyl)aniline trifluoroacetate salt